(S)-N-((2S,3R)-3-(benzyloxy)-1-(methylamino)-1-oxobutan-2-yl)-2-((S)-2,2-dimethylcyclopropane-1-carbonyl)-6-(oxazol-5-ylmethyl)-2,6-diazaspiro[3.4]octane-8-carboxamide C(C1=CC=CC=C1)O[C@@H]([C@@H](C(=O)NC)NC(=O)[C@@H]1CN(CC12CN(C2)C(=O)[C@@H]2C(C2)(C)C)CC2=CN=CO2)C